C1(CC1)[C@@H]1NC2=C(C(N(C=3C=CC(=CC23)NC2=CC(=NC=C2F)N2CC(C(CC2)(F)F)C)C)=O)OCC1(F)F (2S)-2-Cyclopropyl-10-((2-(4,4-difluoro-3-methylpiperidin-1-yl)-5-fluoropyridin-4-yl)amino)-3,3-difluoro-7-methyl-1,2,3,4-tetrahydro-[1,4]oxazepino[2,3-c]chinolin-6(7H)-on